BrC1=CC2=C(N=C(N=[O+]2)Cl)C(=C1)F 7-bromo-3-chloro-5-fluoro-1-oxa-1,2,4-benzotriazin-1-ium